(3R)-1-benzyl-2-oxoazepan C(C1=CC=CC=C1)N1C(CCCCC1)=O